2-(10-Phenylanthracen-9-yl)dibenzo[b,d]furan C1(=CC=CC=C1)C1=C2C=CC=CC2=C(C2=CC=CC=C12)C1=CC2=C(OC3=C2C=CC=C3)C=C1